5-bromo-2-methylbenzo[1,2-b:3,4-b']difuran-3-carboxylic acid BrC1=CC2=C(OC(=C2C(=O)O)C)C2=C1OC=C2